ONC(=O)[C@H]1[C@@H]2CC[C@H](CN1S(=O)(=O)C=1C=NC(=CC1)OC1=CC=C(C=C1)OC(F)(F)F)N2C(C(C)C)=O (1S,2R,5R)-N-hydroxy-8-isobutyryl-3-((6-(4-(trifluoromethoxy)phenoxy)pyridin-3-yl)sulfonyl)-3,8-diazabicyclo[3.2.1]octane-2-carboxamide